4-(4-(bis(4-fluorophenyl)methyl)piperazin-1-yl)-6-methoxy-1-methyl-2-oxo-1,2-dihydro-1,5-naphthyridine-3-carbonitrile FC1=CC=C(C=C1)C(N1CCN(CC1)C1=C(C(N(C2=CC=C(N=C12)OC)C)=O)C#N)C1=CC=C(C=C1)F